1,5-dihydropyrrol-2-one N1C(C=CC1)=O